trans-4-((3-(2-Iso-propylthiazol-5-yl)-phenyl)((trans-4-(5-methoxy-6-methyl-pyridin-2-yl)cyclohexyl)methyl)carbamoyl)cyclohexyl 3-hydroxyazetidine-1-carboxylate OC1CN(C1)C(=O)O[C@@H]1CC[C@H](CC1)C(N(C[C@@H]1CC[C@H](CC1)C1=NC(=C(C=C1)OC)C)C1=CC(=CC=C1)C1=CN=C(S1)C(C)C)=O